COC1=C2C=CC=NC2=C(C=C1)S(=O)(=O)NC1=C(C=CC=C1)C#CC=1C=C(C=NC1)NC 5-{2-[2-(5-Methoxychinolin-8-sulfonamido)phenyl]ethynyl}-3-(methylamino)pyridin